3-phenoxyl-bromopropane O(C1=CC=CC=C1)CCCBr